tert-butyl 4-[6-(N-hydroxycarbamimidoyl)pyridazin-3-yl]piperazine-1-carboxylate ONC(=N)C1=CC=C(N=N1)N1CCN(CC1)C(=O)OC(C)(C)C